C(CC)[C@](C(=O)N)(O)C |r| racemic-propyl-lactamide